N-[2-(2-aminoethyl-amino)ethyl]-4-[[3-(2,3-difluoro-4-methoxyphenyl)imidazo[1,2-a]pyrazin-8-yl]amino]-2-ethyl-benzamide NCCNCCNC(C1=C(C=C(C=C1)NC=1C=2N(C=CN1)C(=CN2)C2=C(C(=C(C=C2)OC)F)F)CC)=O